(1,8-naphthyridin-2-yl)ethan-1-ol N1=C(C=CC2=CC=CN=C12)C(C)O